C[C@@]12CC[C@H]([C@H]1CC=C(CC2)CO)C(C)(C)O The molecule is a sesquiterpenoid isolated from Schisandra wilsoniana and has been shown to exhibit anti-HBV activity. It has a role as a metabolite and an anti-HBV agent. It is a sesquiterpenoid, a diol, a primary alcohol and a tertiary alcohol.